3-(2-aminobenzo[d]oxazol-5-yl)-1-(4-methylpentan-2-yl)-1H-pyrazolo[3,4-d]pyrimidine-4,6-diamine NC=1OC2=C(N1)C=C(C=C2)C2=NN(C1=NC(=NC(=C12)N)N)C(C)CC(C)C